(S)-2-((2S,3S)-2-acetamido-3-methylpentanoylamino)-5,5-dimethylhexanoic acid C(C)(=O)N[C@H](C(=O)N[C@H](C(=O)O)CCC(C)(C)C)[C@H](CC)C